(S)-6-(4-chlorophenyl)-8-(3-fluorophenyl)-3-(1-hydroxypropan-2-yl)pyrido[3,4-d]pyrimidin-4(3H)-one ClC1=CC=C(C=C1)C1=CC2=C(N=CN(C2=O)[C@H](CO)C)C(=N1)C1=CC(=CC=C1)F